BrC=1C(=CC=2N(C1)C=C(N2)C)OC2=CC=CC=C2 6-bromo-2-methyl-7-phenoxy-imidazo-[1,2-a]pyridine